CC(C)S(C(N(CC)CC)=S)C(C1=CC=CC=C1)C(=O)OCC 2-(ethoxycarbonylbenzyl) propan-2-yl-N,N-diethyldithiocarbamate